C(=O)(O)CCSC(=S)SC(CCC(=O)O)(C)C#N 4-((((2-carboxyethyl)thio)-thiocarbonyl)thio)-4-cyanopentanoic acid